OCCN(C1=CC=C(C=C1)C=CC(=O)C1=CC=CC=C1)CCO 3-[4-[Bis(2-hydroxyethyl)amino]phenyl]-1-phenylprop-2-en-1-one